FC=1C=C(C=C(C1F)OC)B(O)O 3,4-difluoro-5-methoxyphenylboronic acid